FC1=C(C(=O)N)C=C(C(=C1)B1OC(C(O1)(C)C)(C)C)C 2-fluoro-5-methyl-4-(4,4,5,5-tetramethyl-1,3,2-dioxaborolan-2-yl)benzamide